O1CCN(CC1)CCCNCC1=NC2=C(C=CC=C2C=C1)NS(=O)(=O)C1=CC=C(C=C1)C(F)(F)F N-(2-(((3-Morpholinopropyl)amino)methyl)quinolin-8-yl)-4-(trifluoromethyl)benzenesulfonamide